3-(7-((4-(((4-(4-((1R,2S)-6-hydroxy-2-phenyl-1,2,3,4-tetrahydronaphthalen-1-yl)-phenoxy)butyl)amino)methyl)benzyl)oxy)-1-methyl-1H-indazol-3-yl)piperidine-2,6-dione OC=1C=C2CC[C@@H]([C@@H](C2=CC1)C1=CC=C(OCCCCNCC2=CC=C(COC=3C=CC=C4C(=NN(C34)C)C3C(NC(CC3)=O)=O)C=C2)C=C1)C1=CC=CC=C1